CC(C(C)NC(CC)=O)(C)C N-(3,3-dimethylbut-2-yl)propionamide